2-(t-butyl) 3-ethyl (3S,5R)-13-oxo-2,12-diazadispiro[4.1.47.25]tridec-9-ene-2,3-dicarboxylate O=C1NC2(C[C@@]13C[C@H](N(C3)C(=O)OC(C)(C)C)C(=O)OCC)CC=CC2